ClC1=C(C=O)C(=CC(=C1)OCOC)OCOC 2-chloro-4,6-bis(methoxymethoxy)benzaldehyde